4-(tert-butyl)-N-(4-(6-ethoxypyrid-3-yl)-3-fluoro-5-(2H-tetrazol-5-yl)phenyl)piperidine-1-carboxamide C(C)(C)(C)C1CCN(CC1)C(=O)NC1=CC(=C(C(=C1)C=1N=NNN1)C=1C=NC(=CC1)OCC)F